N-(((5-chloropyrimidin-2-yl)methyl)sulfonyl)-4-(2,6-dimethoxyphenyl)-5-(6-methoxypyridin-2-yl)-4H-1,2,4-triazole-3-carboxamide ClC=1C=NC(=NC1)CS(=O)(=O)NC(=O)C1=NN=C(N1C1=C(C=CC=C1OC)OC)C1=NC(=CC=C1)OC